N-[4-fluoro-2-methyl-5-[[5-(trifluoromethyl)pyridin-3-yl]carbamoyl]phenyl]-2-methyl-1,3-thiazole-5-carboxamide FC1=CC(=C(C=C1C(NC=1C=NC=C(C1)C(F)(F)F)=O)NC(=O)C1=CN=C(S1)C)C